FC(C=1C=CC(=NC1)C1=CN(C2=CC=CC=C12)C(=O)OC(C)(C)C)(F)F tert-butyl 3-[5-(trifluoromethyl)pyridin-2-yl]indole-1-carboxylate